OC(CNC1=CC(=CC=C1)SC)C1=CNC(O1)=O 5-[1-hydroxy-2-(3-methylthiophenylamino)ethyl]-1,3-oxazol-2(3H)-one